OC(CC(=O)[O-])C.[Na+] (±)-sodium 3-hydroxybutyrate